C1(=CC=CC=C1)C1(CC(=NC=C1)C1=NC=CC=C1)C1=CC=CC=C1 4,4-diphenyl-2,2-bipyridine